N,N-diethyl-4-(5-(7-(1-methyl-1H-pyrazol-4-yl)quinazolin-5-yl)pyridin-2-yl)piperazine-1-carboxamide C(C)N(C(=O)N1CCN(CC1)C1=NC=C(C=C1)C1=C2C=NC=NC2=CC(=C1)C=1C=NN(C1)C)CC